C(C)(=O)NC=1C=C(C=CC1)C(C(=O)N)C(CO)N1CCOC2(CCN(C2)C2=CC=C(C=C2)OC(F)(F)F)C1 (3-Acetamidophenyl)-4-hydroxy-3-{2-[4-(trifluoromethoxy)phenyl]-6-oxa-2,9-diazaspiro[4.5]decan-9-yl}butanamid